C(C(O)CC(=O)OCCCCCCCCCCCCCCCC(C)C)(=O)OCCCCCCCCCCCCCCCC(C)C di(isostearyl) malate